(S)-6-((R)-(4-fluorophenyl)(5-fluoropyridin-3-yl)methyl)-11-hydroxy-5,6-dihydro-10H-imidazo[2',1':3,4]pyrazino[1,2-b]pyridazin-10-one FC1=CC=C(C=C1)[C@@H]([C@H]1CN2C(C=3N1N=CC(C3O)=O)=NC=C2)C=2C=NC=C(C2)F